di(2-oxooxazolidin-3-yl)phosphinic chloride O=C1OCCN1P(=O)(N1C(OCC1)=O)Cl